2-((4-(6-((4-cyano-2-fluorobenzyl)oxy)pyridin-2-yl)piperidin-1-yl)methyl)-4-cyclopropyl-1-(2-methoxyethyl)-1H-benzo[d]imidazole-6-carboxylic acid C(#N)C1=CC(=C(COC2=CC=CC(=N2)C2CCN(CC2)CC2=NC3=C(N2CCOC)C=C(C=C3C3CC3)C(=O)O)C=C1)F